O.C(CC)(O)O (S)-Propanediol Monohydrate